dimethyl (1,1'-biphenyl)-4,4'-dicarboxylate C1(=CC=C(C=C1)C(=O)OC)C1=CC=C(C=C1)C(=O)OC